NC=1C(=NC=C(N1)N1CCC(CC1)(C)N)C=1C(=C(C=CC1)N1CCN(CC1)CC1=CC(=C2C(N(C(C2=C1)=O)C1C(NC(CC1)=O)=O)=O)F)Cl 6-((4-(3-(3-amino-5-(4-amino-4-methylpiperidin-1-yl)pyrazin-2-yl)-2-chlorophenyl)piperazin-1-yl)methyl)-2-(2,6-dioxopiperidin-3-yl)-4-fluoroisoindoline-1,3-dione